Methyl-benzyl-ammonium chloride [Cl-].C[NH2+]CC1=CC=CC=C1